C(C)N(CCNC(=O)C1CN(CCC1)C1=NN=C(C=2C1=NN(C2C)C2=CC=CC=C2)C)CC N-(2-(diethylamino)ethyl)-1-(3,4-dimethyl-2-phenyl-2H-pyrazolo[3,4-d]pyridazin-7-yl)piperidine-3-carboxamide